CNC(CN1N=NC(=C1)C(=O)NCC=1SC(=NN1)C1=CC=CC=C1)=O 1-(2-(methylamino)-2-oxoethyl)-N-((5-phenyl-1,3,4-thiadiazol-2-yl)methyl)-1H-1,2,3-triazole-4-carboxamide